pent-2-enoate C(C=CCC)(=O)[O-]